(S)-diphenyl-(pyrrolidin-2-yl)methanol C1(=CC=CC=C1)C(O)([C@H]1NCCC1)C1=CC=CC=C1